tert-butyl (2S,4R)-2-acetyl-4-[tert-butyl(dimethyl)silyl]oxy-pyrrolidine-1-carboxylate C(C)(=O)[C@H]1N(C[C@@H](C1)O[Si](C)(C)C(C)(C)C)C(=O)OC(C)(C)C